4,5-dihydro-3-methyl-1-(2,4-dichloro-5-aminophenyl)-4-difluoromethyl-1,2,4-triazol CC1=NN(CN1C(F)F)C1=C(C=C(C(=C1)N)Cl)Cl